NC1=NN2C(C=C(C=C2)C=2C=C3C(=CN(C3=CC2)C)C(=O)NC2(COC2)C2=CC=C(C=C2)F)=N1 5-(2-amino-[1,2,4]triazolo[1,5-a]pyridin-7-yl)-N-(3-(4-fluorophenyl)oxetan-3-yl)-1-methyl-1H-indole-3-carboxamide